C1(=CC=CC=C1)[C@@H](C)N |r| (RS)-1-phenylethylamine